C(=O)(O)C(C)N[C@H](C(=O)O)CCC (2S)-2-((1-carboxyethyl)amino)pentanoic acid